CC1=CC=CC(=N1)C1=NNC=C1C1=NC2=CC(=CN=C2C=C1)C1=CN=C2N1CCCN2 2-[3-(6-methyl-2-pyridyl)-1H-pyrazol-4-yl]-7-(5,6,7,8-tetrahydroimidazo[1,2-a]pyrimidin-3-yl)-1,5-naphthyridine